2-(3,5-dimethylphenyl)propan-2-ol CC=1C=C(C=C(C1)C)C(C)(C)O